5-amino-2-phenyl-1,3-thiazole-4-carboxylic acid ethyl ester C(C)OC(=O)C=1N=C(SC1N)C1=CC=CC=C1